C(N)(=O)C=1C=C2C(=NN(C2=CC1)C)N1CCC(CC1)CCN1CCN(CC1)C(=O)OCC1=CC=CC=C1 benzyl 4-(2-(1-(5-carbamoyl-1-methyl-1H-indazol-3-yl)piperidin-4-yl)ethyl)piperazine-1-carboxylate